FC1=C(C=CC(=C1)F)C(CC(CO)CO)=C 2-[2-(2,4-difluorophenyl)-2-propen-1-yl]-1,3-propanediol